C(C)(=O)N1CC=2N(CC1)C(=NC2C=2C=CC=C1C=C(N=CC21)C=2C=CC(=NC2)C(=O)NCC\C=C\C2=C(C(=CC=C2)C(NC2C(NC(CC2)=O)=O)=O)F)CC (E)-5-(8-(7-Acetyl-3-ethyl-5,6,7,8-tetrahydroimidazo[1,5-a]pyrazin-1-yl)isoquinolin-3-yl)-N-(4-(3-((2,6-dioxopiperidin-3-yl)carbamoyl)-2-fluorophenyl)but-3-en-1-yl)picolinamide